C1OC2=CSC=C2OC1 3,4-ethylendioxythiophene